4-Chlorophenyl-Diphenyl-Sulfonium ClC1=CC=C(C=C1)[S+](C1=CC=CC=C1)C1=CC=CC=C1